C(C)(C)(C)NC(C1=CC(=CC(=C1)[N+](=O)[O-])C1=CC=C(C=C1)Cl)=O N-tert-butyl-3-(4-chlorophenyl)-5-nitrobenzamide